C1=CC=C(C2=CC=CC=C12)C=1C=CC=2C=3C=CC=C4C=CC=C(C5=CC=CC1C52)C43 3-4-naphthyl-perylene